C(#N)C(=CC=1C(=C(SC1)C)C1C(C(C(=C1F)F)(F)F)(F)F)C1=CC=C(C=C1)C1=CC=NC=C1 5-(2-cyano-2-(4-(pyridin-4-yl)phenyl)vinyl-2-methylthiophene-3-yl)hexafluorocyclopentene